N,N,N',N'-tetraisopropyl-1-(2-butyloxycarbonylbenzyloxy)phosphanediamine C(C)(C)N(P(N(C(C)C)C(C)C)OCC1=C(C=CC=C1)C(=O)OCCCC)C(C)C